tetrahydro-pyran-4-one O1CCC(CC1)=O